4-(pyrrolidin-3-yl)-1H-imidazole N1CC(CC1)C=1N=CNC1